[Si](C1=CC=CC=C1)(C1=CC=CC=C1)(C(C)(C)C)OCC1CCC(CC1)N1N=CC(=C1)CC(=O)O 2-[1-[4-[[tert-butyl(diphenyl)silyl]oxymethyl]cyclohexyl]pyrazol-4-yl]acetic acid